C1(CCCCC1)C[C@@H](C(=O)NC(CO)CC1C(NC2(C1)CCN(CC2)C(C(C)(C)C)=O)=O)NC(OC2C(CCC2)CC2=CC(=CC=C2)Cl)=O 2-(3-chlorobenzyl)cyclopentyl ((2S)-3-cyclohexyl-1-((1-hydroxy-3-(2-oxo-8-pivaloyl-1,8-diazaspiro[4.5]decan-3-yl)propan-2-yl)amino)-1-oxopropan-2-yl)carbamate